FC=1C=C(C=C(C1CN1CCOCC1)F)C=1C=CC=C2N=CC(=NC12)C=1C=NN(C1)C1CCN(CC1)CCCCCC#CC=1C=C2C(N(C(C2=CC1)=O)C1C(NC(CC1)=O)=O)=O 5-(7-(4-(4-(8-(3,5-difluoro-4-(morpholinomethyl)phenyl)quinoxalin-2-yl)-1H-pyrazol-1-yl)piperidin-1-yl)hept-1-yn-1-yl)-2-(2,6-dioxopiperidin-3-yl)isoindoline-1,3-dione